5,7-dihydroxy-8-methoxy-2-phenyl-4H-chromen-4-one OC1=C2C(C=C(OC2=C(C(=C1)O)OC)C1=CC=CC=C1)=O